3-methacryloxy-2-hydroxypropane C(C(=C)C)(=O)OCC(C)O